N-((5-(5-(difluoromethyl)-1,3,4-oxadiazol-2-yl)pyridin-2-yl)methyl)-4-fluoro-1-isopropyl-N-phenylpiperidine-4-carboxamide FC(C1=NN=C(O1)C=1C=CC(=NC1)CN(C(=O)C1(CCN(CC1)C(C)C)F)C1=CC=CC=C1)F